C(#N)C=1C=C(C=CC1)CN1C2=C(C3=CC=CC(=C13)C(=O)O)CCC2CCC 4-[(3-cyanophenyl)methyl]-3-propyl-1H,2H,3H,4H-cyclopenta[b]indole-5-carboxylic acid